C(C)(C)(C)OC(=O)N1C(CN(CC1)C1=C(NC=2N(C1=O)N=C(N2)Br)CC)C 4-(2-bromo-5-ethyl-7-oxo-4,7-dihydro-[1,2,4]triazolo[1,5-a]pyrimidin-6-yl)-2-methylpiperazine-1-carboxylic acid tert-butyl ester